C(C)(C)(C)OC(=O)NCCNC1=C(C(=CC=C1)F)C1=C(C=CC2=C1C[C@](O2)(C2=CC=CC=C2)CNC(OC(C)(C)C)=O)Cl |r| racemic-tert-butyl (((2S*,4S*)-4-(2-((2-((tert-butoxycarbonyl)amino)ethyl)amino)-6-fluorophenyl)-5-chloro-2-phenyl-2,3-dihydrobenzofuran-2-yl)methyl)carbamate